(E)-7-[2-(benzyloxy)-4-[bis(4-hydroxybutyl)amino]styryl]-2,3-dihydrothieno[3,4-b][1,4]dioxine-5-carbaldehyde C(C1=CC=CC=C1)OC1=C(/C=C/C=2SC(=C3C2OCCO3)C=O)C=CC(=C1)N(CCCCO)CCCCO